2-(7-fluoro-1H-indol-6-yl)-3-(pyridin-4-yl)-4,5,6,7-tetrahydropyrazolo[1,5-a]pyrazin-5-ium chloride [Cl-].FC=1C(=CC=C2C=CNC12)C1=NN2C(C[NH2+]CC2)=C1C1=CC=NC=C1